CC([C@@H](C)NC(=O)C1=NNC(=C1)C=1C=C(C=CC1)C=1OC(=CN1)C(=O)NC(CC)CC)C (R)-2-(3-(3-((3-Methylbutan-2-Yl)Carbamoyl)-1H-Pyrazol-5-Yl)Phenyl)-N-(Pentan-3-Yl)Oxazole-5-Carboxamide